C1C2C3CC(C(C3C1CC2)N)N octahydro-4,7-methylen-1H-indenediamine